N-(carboxymethyl)-N,N-dimethyl-2-(methacryloyloxy)ethanaminium C(=O)(O)C[N+](CCOC(C(=C)C)=O)(C)C